N1(CCCC1)P(N1CCCC1)N1CCCC1 tripyrrolidinophosphorus